methyl-vinyl-acetate COC(CC=C)=O